2-(1-(3-chlorophenyl)cyclopropyl)-6-(2-(4'-(trifluoromethyl)-[1,1'-biphenyl]-3-yl)acetyl)-5,6,7,8-tetrahydropyrido[4,3-d]pyrimidin-4(3H)-one ClC=1C=C(C=CC1)C1(CC1)C=1NC(C2=C(N1)CCN(C2)C(CC=2C=C(C=CC2)C2=CC=C(C=C2)C(F)(F)F)=O)=O